CN1CC(CC1)C(=O)OCN1N=C(C=C1)\C=C\C=1SC=CC1 (E)-(3-(2-(Thiophen-2-yl)vinyl)-1H-pyrazol-1-yl)methyl 1-methylpyrrolidine-3-carboxylate